N[C@H](C(=O)OC1C(OC2=C(C1)C=CC=C2)(C)C)C(C)C 2,2-dimethyl-3,4-dihydro-2H-1-benzopyran-3-yl (2S)-2-amino-3-methylbutanoate